C(C1=CC=CC=C1)C1=C(C(NC2=CC=C(C=C12)Cl)=O)C=1CC(N(N1)C(CCC(=O)O)=O)C1=CC(=C(C=C1)OC)OC 4-[5-(4-benzyl-6-chloro-2-oxo-1H-quinolin-3-yl)-3-(3,4-dimethoxyphenyl)-3,4-dihydropyrazol-2-yl]-4-oxo-butanoic acid